1,3,5-tri-(6-isocyanatohexyl)biuret N(=C=O)CCCCCCNC(=O)N(C(=O)NCCCCCCN=C=O)CCCCCCN=C=O